N-(2-pyridyl)-N'-[[5-(trifluoromethyl)-2-pyridyl]methyl]acetohydrazide N1=C(C=CC=C1)N(NCC1=NC=C(C=C1)C(F)(F)F)C(C)=O